FC1(CCC(CC1)NC=1N=CC2=C(N1)NC=C2C2=CC=1N(C=C2)N=CC1C(=O)NC=1C=NC=CC1)F 5-(2-((4,4-difluorocyclohexyl)amino)-7H-pyrrolo[2,3-d]pyrimidin-5-yl)-N-(pyridin-3-yl)pyrazolo[1,5-a]pyridine-3-carboxamide